7-(cyclopropylmethoxy)-5-fluoro-2-(((1'-(2-fluoro-4-nitrophenyl)-[1,4'-bipiperidin]-4-yl)thio)methyl)quinazolin-4(3H)-one C1(CC1)COC1=CC(=C2C(NC(=NC2=C1)CSC1CCN(CC1)C1CCN(CC1)C1=C(C=C(C=C1)[N+](=O)[O-])F)=O)F